FC=1C=C(C=C(C1[C@H]1N([C@@H](CC2=CC(=CC=C12)O)C)CC(F)(F)F)F)N(C(OC(C)(C)C)=O)[C@@H]1CN(CC1)CCCF tert-butyl (3,5-difluoro-4-((1S,3R)-6-hydroxy-3-methyl-2-(2,2,2-trifluoroethyl)-1,2,3,4-tetrahydroisoquinolin-1-yl)phenyl)((S)-1-(3-fluoropropyl)pyrrolidin-3-yl)carbamate